ethyl 4-(3-methyl-4-nitropyrrol-1-yl)pyrimidine-2-carboxylate CC1=CN(C=C1[N+](=O)[O-])C1=NC(=NC=C1)C(=O)OCC